C1=CC=C2C=C3C(=CC2=C1)C=CN=N3 diazaanthracene